1-hydroxy-2-(2-butyl-1H-imidazol-1-yl)-ethane-1,1-bisphosphonic acid OC(CN1C(=NC=C1)CCCC)(P(O)(=O)O)P(O)(=O)O